N1=NC=C2C1=C1C=CC=CC1=C2 indeno[1,2-c]pyrazol